N-(3-((((4-methoxybenzyl)imino)methylene)amino)propyl)-N-methyl-7-(8-methylnaphthalen-1-yl)-2-(((S)-1-methylpyrrolidin-2-yl)methoxy)-5,6,7,8-tetrahydropyrido[3,4-d]pyrimidin-4-amine COC1=CC=C(CN=C=NCCCN(C=2C3=C(N=C(N2)OC[C@H]2N(CCC2)C)CN(CC3)C3=CC=CC2=CC=CC(=C32)C)C)C=C1